OC1=C(C(=O)O)C=C(C=C1C(=O)O)\N=N\C1=C(C=CC=C1)C1=NC(=NC=C1)NC1=CC=C(C=C1)C(F)(F)F (E)-2-Hydroxy-5-((2-(2-((4-(trifluoromethyl)phenyl)amino)pyrimidin-4-yl)phenyl)diazenyl)isophthalic acid